D-TERT-LEUCINE N[C@H](C(C)(C)C)C(=O)O